3-[1-(3-bromo-5-chloro-phenyl)-3-methyl-cyclobutyl]-4-methyl-1,2,4-triazole BrC=1C=C(C=C(C1)Cl)C1(CC(C1)C)C1=NN=CN1C